6-bromo-N-(4-morpholino-3-(trifluoromethoxy)phenyl)-[1,2,4]triazolo[1,5-a]pyrazin-8-amine BrC=1N=C(C=2N(C1)N=CN2)NC2=CC(=C(C=C2)N2CCOCC2)OC(F)(F)F